C1(=CC=CC=C1)CCCP(=O)(O)CC(C(=O)O)CCC(=O)O 2-[[((2-phenylethyl)methyl)hydroxyphosphinyl]methyl]pentanedioic acid